NC1=NC(=NC=C1OC1=CC(=NC=C1C(C)C)NCC(CO)O)NCC(CO)O 3-((4-((4-amino-2-((2,3-dihydroxypropyl)amino)pyrimidin-5-yl)oxy)-5-isopropylpyridin-2-yl)amino)propane-1,2-diol